BrC1=C(CN2N=CC=3C2=NC(=NC3)C=3C(=NC=NC3OC)C3CC3)C=CC(=C1)C=1N(C=C(N1)C(F)(F)F)C(C)C 1-(2-bromo-4-(1-isopropyl-4-(trifluoromethyl)-1H-imidazol-2-yl)benzyl)-6-(4-cyclopropyl-6-methoxypyrimidin-5-yl)-1H-pyrazolo[3,4-d]pyrimidine